BrC1=CC=C(CC2=C(C(N(C2=O)C2=CC=CC=C2)=O)CC(=O)OCC)C=C1 Ethyl 2-(4-(4-bromobenzyl)-2,5-dioxo-1-phenyl-2,5-dihydro-1H-pyrrol-3-yl)acetate